C1=CC=C(C(=C1)CC2=CC=CC=C2N)N 2,2'-diaminodiphenylmethane